propanediamide C(CC(=O)N)(=O)N